(S)-4-(2-(2-(2-(4-(4-(2-(2-cyano-4,4-difluoropyrrolidin-1-yl)-2-oxoethylcarbamoyl)quinolin-6-yl)phenoxy)ethoxy)ethoxy)ethylcarbamoyl)-2-(6-hydroxy-3-oxo-3H-xanthen-9-yl)benzoic acid C(#N)[C@H]1N(CC(C1)(F)F)C(CNC(=O)C1=CC=NC2=CC=C(C=C12)C1=CC=C(OCCOCCOCCNC(=O)C2=CC(=C(C(=O)O)C=C2)C=2C3=CC=C(C=C3OC3=CC(C=CC23)=O)O)C=C1)=O